1-(6-(3-cyano-2-hydroxyphenyl)-3-(3,5-difluorophenyl)quinolin-4-yl)piperidin C(#N)C=1C(=C(C=CC1)C=1C=C2C(=C(C=NC2=CC1)C1=CC(=CC(=C1)F)F)N1CCCCC1)O